O(O)C(CCCCCCCC=CC=CC(=O)O)CCCCC 13-hydroperoxy-9Z,11E-octadecadienoic acid